C(C)C=1OC(=CC1NC(=O)NS(N(CC1OCCC1)C=1C=NN(C1)C)(=O)=O)CC (2,5-diethylfuran-3-yl)-3-[(1-methyl-1H-pyrazol-4-yl)[(oxolan-2-yl)methyl]-sulfamoyl]urea